[2-[[(2R)-2-[[(2R)-2-amino-3-phenyl-propionyl]amino]-6-fluoro-hexanoyl]amino]hexanoyl]piperidine-4-carboxylic acid methyl ester Tritrifluoroacetate FC(C(=O)O)(F)F.FC(C(=O)O)(F)F.FC(C(=O)O)(F)F.COC(=O)C1CCN(CC1)C(C(CCCC)NC([C@@H](CCCCF)NC([C@@H](CC1=CC=CC=C1)N)=O)=O)=O